ClC=1C=CC2=C(N=C(O2)OC)C1 5-chloro-2-methoxybenzo[d]oxazole